1-benzyl-2-(4-bromophenyl)aziridine C(C1=CC=CC=C1)N1C(C1)C1=CC=C(C=C1)Br